Galactosamin OC1[C@H](N)[C@@H](O)[C@@H](O)[C@H](O1)CO